N-[4-(2,4-dioxo-1,2,3,4,8,9,10,11-octahydro-naphtho[1,2-b][1,4]-diazepin-5-yl)phenyl]-2-nitrobenzenesulfonamide O=C1CC(N(C2=C(N1)C=1CCCCC1C=C2)C2=CC=C(C=C2)NS(=O)(=O)C2=C(C=CC=C2)[N+](=O)[O-])=O